4,6-dimethyl-di-benzothiophene CC1=CC=CC2=C1SC1=C2C=CC=C1C